N-acetoxy-4-((2,4-dioxo-3-(3-(trifluoromethyl)phenethyl)-3,4-dihydroquinazolin-1(2H)-yl)methyl)benzamide C(C)(=O)ONC(C1=CC=C(C=C1)CN1C(N(C(C2=CC=CC=C12)=O)CCC1=CC(=CC=C1)C(F)(F)F)=O)=O